N-(4-formylphenyl)-4-nitrobenzamide C(=O)C1=CC=C(C=C1)NC(C1=CC=C(C=C1)[N+](=O)[O-])=O